FC1=CC=C2CCC(C2=C1)CC#N 2-(6-fluoro-2,3-dihydro-1H-inden-1-yl)acetonitrile